3-(3-ACETYLPHENOXYMETHYL)FURAN-2-CARBOXYLIC ACID C(C)(=O)C=1C=C(OCC2=C(OC=C2)C(=O)O)C=CC1